3-[(3-chloro-5-fluorobenzyl)oxy]cyclobutane-1-carboxylic acid ClC=1C=C(COC2CC(C2)C(=O)O)C=C(C1)F